CO[Si](C(C(C(C(C(C(C(CCCC=C(F)F)(F)F)(F)F)(F)F)(F)F)(F)F)(F)F)(F)F)(OC)OC hexadecafluorododec-11-en-1-yltrimethoxysilane